tert-butyl 3-((2-(3-((2-methoxy-4-(methylsulfonyl)phenyl)amino)prop-1-yn-1-yl)-3-(2,2,2-trifluoroethyl)benzo[b]thiophen-7-yl)amino)-8-azabicyclo[3.2.1]octane-8-carboxylate COC1=C(C=CC(=C1)S(=O)(=O)C)NCC#CC1=C(C2=C(S1)C(=CC=C2)NC2CC1CCC(C2)N1C(=O)OC(C)(C)C)CC(F)(F)F